(S)-6-(1-amino-1,3-dihydro-spiro[indene-2,4'-piperidin]-1'-yl)-3-(1-(3-hydroxyphenyl)vinyl)-1,5-dihydro-4H-pyrazolo[3,4-d]pyrimidin-4-one N[C@@H]1C2=CC=CC=C2CC12CCN(CC2)C=2NC(C1=C(N2)NN=C1C(=C)C1=CC(=CC=C1)O)=O